BrC=1C=NN(C1NC(O[C@H](C)C1=C(C=CC=C1)Cl)=O)C (R)-1-(2-chlorophenyl)ethyl (4-bromo-1-methyl-1H-pyrazol-5-yl)carbamate